N-(3-((4-fluorophenyl)sulfonylamino)-4-hydroxyphenyl)-4-(pyrimidin-2-yl)benzamide FC1=CC=C(C=C1)S(=O)(=O)NC=1C=C(C=CC1O)NC(C1=CC=C(C=C1)C1=NC=CC=N1)=O